(1S,3ar,6as)-2-((R)-2-(2-fluorophenyl)-2-hydroxyacetyl)-N-((S)-3-oxo-1-((S)-2-oxopyrrolidin-3-yl)-4-(trifluoromethoxy)butan-2-yl)octahydrocyclopenta[c]pyrrole-1-carboxamide FC1=C(C=CC=C1)[C@H](C(=O)N1[C@@H]([C@@H]2[C@H](C1)CCC2)C(=O)N[C@@H](C[C@H]2C(NCC2)=O)C(COC(F)(F)F)=O)O